8-(1-fluorovinyl)-2-trifluoromethyl-2H-benzopyran-3-carboxylic acid methyl ester COC(=O)C=1C(OC2=C(C1)C=CC=C2C(=C)F)C(F)(F)F